C(N)(=O)N1CC(C1)C(=O)O 1-carbamoyl-azetidine-3-carboxylic acid